perfluoro-1,4-butanediol FC(C(C(C(O)(F)F)(F)F)(F)F)(O)F